1-ethyl-3-(3-hydroxy-2,2-dimethylpropyl)-2-(2-((S)-1-methoxyethyl)pyridin-3-yl)-1H-indol C(C)N1C(=C(C2=CC=CC=C12)CC(CO)(C)C)C=1C(=NC=CC1)[C@H](C)OC